2-methyl-6-[[4-[tris(fluorenyl)methyl]phenyl]methylamino]-5,6,7,8-tetrahydro-3H-quinazolin-4-one CC1=NC=2CCC(CC2C(N1)=O)NCC1=CC=C(C=C1)C(C1=CC=CC=2C3=CC=CC=C3CC12)(C1=CC=CC=2C3=CC=CC=C3CC12)C1=CC=CC=2C3=CC=CC=C3CC12